C(C=C)(=O)NCCC[N+](C)(C)C(C(C)O)S(=O)(=O)[O-] ((3-acrylamidopropyl)dimethylammonio)-2-hydroxypropane-1-sulfonate